3-(triethoxysilyl)propylhexadecyldimethylammonium chloride [Cl-].C(C)O[Si](CCC[N+](C)(C)CCCCCCCCCCCCCCCC)(OCC)OCC